O(C1=CC=CC=C1)C1=CC=C(C=C1)C1=NN2C(NCC[C@H]2C2CCN(CC2)C2CCNCC2)=C1C(=O)N (7S)-2-(4-phenoxyphenyl)-7-[1-(4-piperidyl)-4-piperidyl]-4,5,6,7-tetrahydropyrazolo[1,5-a]pyrimidine-3-carboxamide